CC1N(CCOC1)C=1C=C(C=2N(C1)C(=CN2)C2=CC=NN2)C2=CC=NN2C 3-methyl-4-(8-(1-methyl-1H-pyrazol-5-yl)-3-(1H-pyrazol-5-yl)imidazo[1,2-a]pyridin-6-yl)morpholine